tert-butyl (1S,3S,5S)-3-[2-(4-{3-[(3-chloro-2-methoxyphenyl)amino]-4-oxo-1H,5H,6H,7H-pyrrolo[3,2-c]pyridin-2-yl}pyridin-3-yl)ethynyl]-2-azabicyclo[3.1.0]hexane-2-carboxylate ClC=1C(=C(C=CC1)NC1=C(NC2=C1C(NCC2)=O)C2=C(C=NC=C2)C#C[C@H]2N([C@H]1C[C@H]1C2)C(=O)OC(C)(C)C)OC